trimethyloltrimethylolpropane triacrylate C(C=C)(=O)O.C(C=C)(=O)O.C(C=C)(=O)O.C(O)C(CC(CO)(CO)CO)(CO)CO